(S)-3-(8-((1r,4S)-4-(4-(6-(3-amino-6-(2-hydroxyphenyl)pyridazin-4-yl)pyrimidin-4-yl)piperidin-1-yl)cyclohexyl)-2,3-dihydro-4H-benzo[b][1,4]oxazin-4-yl)piperidine-2,6-dione NC=1N=NC(=CC1C1=CC(=NC=N1)C1CCN(CC1)C1CCC(CC1)C1=CC=CC2=C1OCCN2[C@@H]2C(NC(CC2)=O)=O)C2=C(C=CC=C2)O